3-(2,3-epoxypropoxy)propyl-trimethylsilane Tert-butyl-(3R)-4-[(4-bromo-2,3,6-trifluorophenyl)methyl]-3-(hydroxymethyl)piperazine-1-carboxylate C(C)(C)(C)OC(=O)N1C[C@@H](N(CC1)CC1=C(C(=C(C=C1F)Br)F)F)CO.C(C1CO1)OCCC[Si](C)(C)C